5-(4-chloro-2-fluoro-phenyl)-2,3-dimethyl-7-(2-(4-methyl-1,3-thiazol-2-yl)-4-morpholinyl)pyrido[4,3-d]-pyrimidin-4(3H)-one ClC1=CC(=C(C=C1)C1=NC(=CC=2N=C(N(C(C21)=O)C)C)N2CC(OCC2)C=2SC=C(N2)C)F